(S)-6-(4-Chloro-2-(4-methyl-4H-1,2,4-triazol-3-yl)phenyl)-2-(6-chloro-4-((3-methylpiperidin-1-yl)methyl)pyridin-2-yl)isoindolin-1-one ClC1=CC(=C(C=C1)C1=CC=C2CN(C(C2=C1)=O)C1=NC(=CC(=C1)CN1C[C@H](CCC1)C)Cl)C1=NN=CN1C